5-Dodecylheptadec-4-En-1-Ol C(CCCCCCCCCCC)C(=CCCCO)CCCCCCCCCCCC